tert-butyl 2-(4-amino-5-methyl-9H-pyrimido[4,5-b]indol-9-yl)acetate NC1=NC=NC=2N(C3=CC=CC(=C3C21)C)CC(=O)OC(C)(C)C